N-((3-aminooxetan-3-yl)methyl)-2-methyl-5-((2-(trifluoromethyl)pyridin-3-yl)methoxy)-benzofuran-3-carboxamide NC1(COC1)CNC(=O)C1=C(OC2=C1C=C(C=C2)OCC=2C(=NC=CC2)C(F)(F)F)C